ClC=1C=C(C=CC1)CCC1=NNC(=C1)C(=O)O 3-(3-chlorophenyl-ethyl)-1H-pyrazole-5-carboxylic acid